N-arachidonoyl-serine C(CCC\C=C/C\C=C/C\C=C/C\C=C/CCCCC)(=O)N[C@@H](CO)C(=O)O